C(C1=CC=CC=C1)OC1=CC=C(C=C1)C1(CN(CC1)C(=O)C1CCS(CC1)(=O)=O)S(=O)(=O)C1=CC(=CC=C1)C(F)(F)F 4-{3-[4-(benzyloxy)phenyl]-3-[3-(trifluoromethyl)benzenesulfonyl]pyrrolidine-1-carbonyl}-1λ6-thiane-1,1-dione